N=1C=CN2C1C=CC(=C2)C=2C=CC(=C(C2)NC(=O)N2OCC[C@H]2C2=CC=CC=C2)C (S)-N-(5-(imidazo[1,2-a]pyridin-6-yl)-2-methylphenyl)-3-phenylisoxazolidine-2-carboxamide